BrC1=CC=C(C=C1)OCCC 1-bromo-4-propoxybenzene